isopropyl alcohol carbonate C(O)(=O)OC(C)C